4-bromo-5-chloro-2-(2,2-dimethylpropionylamino)benzoic acid methyl ester COC(C1=C(C=C(C(=C1)Cl)Br)NC(C(C)(C)C)=O)=O